2-((2-bromo-5-methoxypyridin-3-yl)oxy)ethan-1-ol BrC1=NC=C(C=C1OCCO)OC